CC1=CC=C(C=C1)S(=O)(=O)ON1C(=O)C2C3C=CC(C2C1=O)C3 N-(p-toluenesulfonyloxy)bicyclo[2.2.1]hept-5-ene-2,3-dicarboximide